(S)-2-(1-propenylpiperidin-2-yl)-1-amino-4-(4-((4-isopropylpyridin-2-yl)carbamoyl)phenyl)-1H-imidazole-5-carboxamide C(=CC)N1[C@@H](CCCC1)C=1N(C(=C(N1)C1=CC=C(C=C1)C(NC1=NC=CC(=C1)C(C)C)=O)C(=O)N)N